8-(6''-(2-methoxyethoxy)-3,6-dihydro-2H-[1,2':3',3''-terpyridin]-4-yl)-[1,2,4]triazolo[4,3-a]pyridine COCCOC1=CC=C(C=N1)C=1C(=NC=CC1)N1CCC(=CC1)C=1C=2N(C=CC1)C=NN2